BrC1=CN2C(S1)=NC(=C2)C(F)(F)F 2-bromo-6-(trifluoromethyl)imidazo[2,1-b][1,3]thiazole